COC1=C(C=CC=C1)N1C(SC=C1C=1C=C(C(=O)NCCCCN2N=CC=C2)C=CC1)=O 3-(3-(2-methoxyphenyl)-thiazolinonyl)-N-(4-1-N-pyrazolylbutyl)benzamide